tert-butyl 4-(6,7-dimethoxyquinazolin-4-yl)-1,4-diazepane-1-carboxylate COC=1C=C2C(=NC=NC2=CC1OC)N1CCN(CCC1)C(=O)OC(C)(C)C